4-(2-chloro-6-((4-methoxybenzyl)oxy)pyridin-4-yl)-2-(difluoromethyl)morpholine ClC1=NC(=CC(=C1)N1CC(OCC1)C(F)F)OCC1=CC=C(C=C1)OC